NCCC[Si](OC)(C)C γ-aminopropyldimethylmethoxysilane